FC=1C=CC=C2CN(C(C12)=O)N1C(NC(CC1)=O)=O 1-(7-Fluoro-1-oxoisoindolin-2-yl)dihydropyrimidine-2,4(1H,3H)-dione